COC(=O)C=1N(N=C2C1NC=1C2=NC=C(C1)C1=C(N=NN1C)C)C 6-(1,4-dimethyl-1H-1,2,3-triazol-5-yl)-2-methyl-2,4-Dihydropyrazolo[3',4':4,5]Pyrrolo[3,2-b]Pyridine-3-carboxylic acid methyl ester